C(C)(=O)N1CC=2N(CC1)N=C(C2C=2C=1N(N=C(C2)Cl)C=C(N1)CN1C(C2=CC=CC=C2C1=O)=O)C1=CC=C(C=C1)F 2-((8-(5-acetyl-2-(4-fluorophenyl)-4,5,6,7-tetrahydropyrazolo[1,5-a]pyrazin-3-yl)-6-chloroimidazo[1,2-b]pyridazin-2-yl)methyl)isoindoline-1,3-dione